ClC1(CC=C(C=C1)\C(=C(/CCl)\C)\CC(C)C)[2H] (Z)-1-chloro-4-(1-chloro-2,5-dimethylhex-2-en-3-yl)benzene-1-d1